tert-butyl 1'-(2-(2,6-dioxopiperidin-3-yl)-1-oxoisoindoline-5-carbonyl)-6'-fluorospiro[azetidine-3,3'-indoline]-1-carboxylate O=C1NC(CCC1N1C(C2=CC=C(C=C2C1)C(=O)N1CC2(C3=CC=C(C=C13)F)CN(C2)C(=O)OC(C)(C)C)=O)=O